N1-((S)-3-cyclobutyl-1-oxo-1-(((S)-3-oxo-1-((S)-2-oxopyrrolidin-3-yl)-4-(trifluoromethoxy)butan-2-yl)amino)propan-2-yl)-N2-(3-fluorobicyclo[1.1.1]pentan-1-yl)oxalamide C1(CCC1)C[C@@H](C(N[C@@H](C[C@H]1C(NCC1)=O)C(COC(F)(F)F)=O)=O)NC(C(=O)NC12CC(C1)(C2)F)=O